2-(2-{6-[(3r,5r)-3-amino-5-fluoropiperidine-1-carbonyl]-3-methylpyrazolo[1,5-a]pyridin-2-yl}-1-(cyclopropylmethyl)-1H-indol-6-yl)benzamide N[C@H]1CN(C[C@@H](C1)F)C(=O)C=1C=CC=2N(C1)N=C(C2C)C=2N(C1=CC(=CC=C1C2)C2=C(C(=O)N)C=CC=C2)CC2CC2